ClC=1N=CC(=NC1)NC([C@H]([C@@H]1CC(CC1)(F)F)C1=CC(=C(C=C1)C#N)C#N)=O (R)-N-(5-chloropyrazin-2-yl)-2-(3,4-dicyanophenyl)-2-((S)-3,3-difluorocyclopentyl)acetamide